C(C)OP(=O)(OCC)C([C@H](CC1C(NCC1)=O)NC[C@H](CC1=CC=CC=C1)NC(OCC1=CC(=CC=C1)Cl)=O)O 3-Chlorobenzyl ((2S)-1-(((2S)-1-(diethoxyphosphoryl)-1-hydroxy-3-(2-oxopyrrolidin-3-yl)propan-2-yl)amino)-3-phenylpropan-2-yl)carbamate